C1(=CC(=CC=C1)CCC=1C=C(C=CC1)C)C 1,2-di-m-tolylethane